C(C(=C)C)(=O)OCCCC(CC(=O)[O-])=O.[O-]CCC.[O-]CCC.[O-]CCC.[Zr+4] zirconium tri-n-propoxide mono(methacryloxyethyl acetoacetate)